ClC=1C(=NC(=NC1)NC1=C(C=C(C=C1)C(=O)N1CCN(CC1)C)OC)C=1C=NN(C1)C (4-((5-chloro-4-(1-methyl-1H-pyrazol-4-yl)pyrimidin-2-yl)amino)-3-methoxyphenyl)(4-methylpiperazin-1-yl)methanone